Tert-butyl (R)-4-(6-(([1,1'-biphenyl]-4-ylmethyl) amino)-9-isopropyl-9H-purin-2-yl)-3-methylpiperazine-1-carboxylate C1(=CC=C(C=C1)CNC1=C2N=CN(C2=NC(=N1)N1[C@@H](CN(CC1)C(=O)OC(C)(C)C)C)C(C)C)C1=CC=CC=C1